Cl.OCC(N)(CO)CO Tris(hydroxymethyl)methylamin Hydrochlorid